C(C)OC(=O)C=1OC2=C(C1C)C=C(C=C2)S(N(CCC2=CC=CC=C2)CC2=C(C=CC=C2)N2CCN(CC2)C(C(CC)(C)C)=O)(=O)=O 5-(N-(2-(4-(2,2-dimethylbutyryl)piperazin-1-yl)benzyl)-N-phenethylsulfamoyl)-3-methylbenzofuran-2-carboxylic acid ethyl ester